C(C)OC(=O)C=1OC2=C(C1C)C=C(C=C2)S(NCCC=2SC(=CC2)Br)(=O)=O 3-methyl-5-(N-(2-(5-bromothiophen-2-yl)ethyl)sulfamoyl)benzofuran-2-carboxylic acid ethyl ester